C(COCCCC(C)NC)OCCCC(C)NC N'-((ethane-1,2-diylbis(oxy))bis(ethane-2,1-diyl))bis(N-methylpropan-2-amine)